O6-ethyldeoxyguanosine CCOC1=NC(=NC2=C1N=CN2[C@H]3C[C@@H]([C@H](O3)CO)O)N